(S or R)-7-(1-acryloylpiperidin-4-yl)-2-(4-cyclopropyl-3,5-dimethoxyphenyl)-4,5,6,7-tetrahydropyrazolo[1,5-a]pyrimidine-3-carboxamide C(C=C)(=O)N1CCC(CC1)[C@@H]1CCNC=2N1N=C(C2C(=O)N)C2=CC(=C(C(=C2)OC)C2CC2)OC |o1:10|